(S)-6-(2-hydroxy-6-methyl-4-(trifluoromethyl)phenyl)-2-(1-methyl-6-oxopiperidin-3-yl)-2H-pyrazolo[3,4-b]pyridine-3-carbonitrile OC1=C(C(=CC(=C1)C(F)(F)F)C)C=1C=CC=2C(N1)=NN(C2C#N)[C@@H]2CN(C(CC2)=O)C